(R)-2-(4-(3-(1,3-dihydroisobenzofuran-4-yl)-1H-pyrazol-1-yl)-6-morpholinopyrimidin-2-yl)-2-methoxyethan-1-ol C1OCC2=C(C=CC=C12)C1=NN(C=C1)C1=NC(=NC(=C1)N1CCOCC1)[C@H](CO)OC